C(C)(=O)OC1C(CCCC1)C(C)(C)CC 2-(tert-pentyl)cyclohexyl acetate